benzyl (1S,7S,8S)-8-fluoro-5-oxa-2-azabicyclo[5.1.0]octane-2-carboxylate F[C@H]1[C@@H]2COCCN([C@H]12)C(=O)OCC1=CC=CC=C1